C(=O)C1CN(CC1)C(=O)OC(C)(C)C tert-butyl (3-formylpyrrolidin-1-yl)carboxylate